BrC=1C=C(C=CC1)[Si](C1=CC=CC=C1)(C1=CC=CC=C1)C1=CC=CC=C1 (3-bromophenyl)TRIPHENYLSILANE